CN1N=C(N=C1)C1=CN=[N+](C=C1)CC(=O)NCC(=O)Cl 2-[[2-[4-(1-methyl-1,2,4-triazol-3-yl)pyridazin-1-ium-1-yl]acetyl]amino]acetic acid chloride